C(C)(C)C1=C(C(=CC(=C1)C1=C(C=CC=C1C)C)C(C)C)C1=C(C(=CC=C1OC)OC)I 2,6-diisopropyl-4-(2,6-dimethylphenyl)-2'-iodo-3',6'-dimethoxybiphenyl